Cl.CN1N=CC(=C1)C=1N=C(C=2N(C1)N=CC2)N2C[C@@H]1CC[C@H](C2)C1CN ((1R,5S,8r)-3-(6-(1-Methyl-1H-pyrazol-4-yl)pyrazolo[1,5-a]pyrazin-4-yl)-3-azabicyclo[3.2.1]octan-8-yl)methanamine hydrochloride